tris(4-(4-azido-2,3,5,6-tetrafluorobenzamido)phenyl) phosphate P(=O)(OC1=CC=C(C=C1)NC(C1=C(C(=C(C(=C1F)F)N=[N+]=[N-])F)F)=O)(OC1=CC=C(C=C1)NC(C1=C(C(=C(C(=C1F)F)N=[N+]=[N-])F)F)=O)OC1=CC=C(C=C1)NC(C1=C(C(=C(C(=C1F)F)N=[N+]=[N-])F)F)=O